(±)-4-toluenesulfonyl-morpholine-3-carboxylic acid methyl ester COC(=O)[C@@H]1N(CCOC1)S(=O)(=O)CC1=CC=CC=C1 |r|